tert-butyl 4-(4-(4'-acetamido-3'-fluoro-2-methoxy-5-(methoxycarbonyl)-[1,1'-biphenyl]-3-yl)pyridin-2-yl)piperazine-1-carboxylate C(C)(=O)NC1=C(C=C(C=C1)C1=C(C(=CC(=C1)C(=O)OC)C1=CC(=NC=C1)N1CCN(CC1)C(=O)OC(C)(C)C)OC)F